C(C)OC=1C(NC(N([C@H]2[C@H](O)[C@H](O)[C@@H](CO)O2)C1)=O)=O 5-ethoxyuridine